methyl 1-(4-(bis(4H-benzo[d][1,3]dioxin-6-yl)methyl)piperazine-1-carbonyl)-1H-benzo[d][1,2,3]triazole-5-carboxylate O1COCC2=C1C=CC(=C2)C(N2CCN(CC2)C(=O)N2N=NC1=C2C=CC(=C1)C(=O)OC)C1=CC2=C(OCOC2)C=C1